FC1=CC=C(C=C1)C1SCC(N1C1=C(C=C(C=C1)C=1SC=CC1)C)=O 2-(4-Fluorophenyl)-3-[2-methyl-4-(2-thiophenyl)phenyl]-1,3-thiazolidin-4-one